ClC=1SC(=CC1CC(C(=O)O)O)Cl 3-(2,5-dichlorothiophen-3-yl)-2-hydroxypropanoic acid